O=C1N(N=CC2=CC=C(C=C12)NCCN1CCNCC1)C1C(NC(CC1)=O)=O 3-(1-oxo-7-((2-(piperazin-1-yl)ethyl)amino)phthalazin-2(1H)-yl)piperidine-2,6-dione